ethyl 2-(3-chloro-2,6-difluoro-4-(4-hydroxy-3-isopropylbenzyl)phenoxy)acetate ClC=1C(=C(OCC(=O)OCC)C(=CC1CC1=CC(=C(C=C1)O)C(C)C)F)F